(S)-N1-(2-fluorobenzyl)-N2-(7-(4-hydroxybut-1-yn-1-yl)-5-methyl-4-oxo-2,3,4,5-tetrahydrobenzo[b][1,4]oxazepin-3-yl)oxalamide FC1=C(CNC(C(=O)N[C@@H]2C(N(C3=C(OC2)C=CC(=C3)C#CCCO)C)=O)=O)C=CC=C1